6-(hydroxymethyl)-6'-(trifluoromethyl)-5,6-dihydro-[3,3'-bipyridine]-1(4H)-carboxylic acid tert-butyl ester C(C)(C)(C)OC(=O)N1C=C(CCC1CO)C=1C=NC(=CC1)C(F)(F)F